butyl 5-methyl-6-oxo-1,4,5,6-tetrahydropyridazine-3-carboxylate CC1CC(=NNC1=O)C(=O)OCCCC